5-Fluoro-7-(7-fluoro-2-methyl-2H-indazol-5-yl)-3-(piperidin-4-yl)cinnoline hydrochloride Cl.FC1=C2C=C(N=NC2=CC(=C1)C1=CC2=CN(N=C2C(=C1)F)C)C1CCNCC1